5-bromo-1-propylindoline-2,3-dione BrC=1C=C2C(C(N(C2=CC1)CCC)=O)=O